N1(NC(C=C1)=O)[2H] Pyrazolone-1-d